COC1=C(CN2[C@@H](CCCC2)C(=O)O)C(=CC(=C1)OCC=1C(=C(C=CC1)C1=CC=CC=C1)C)OC (S)-1-(2,6-dimethoxy-4-((2-methyl-[1,1'-biphenyl]-3-yl)methoxy)benzyl)piperidine-2-carboxylic acid